1-{5-[(R)-(1,3-dimethyl-azetidin-3-yl)-hydroxy-(4-isopropyl-phenyl)-methyl]-pyridin-3-yl}-4-(6-methyl-pyridin-3-yl)-pyrrolidin-2-one CN1CC(C1)(C)[C@@](C=1C=C(C=NC1)N1C(CC(C1)C=1C=NC(=CC1)C)=O)(C1=CC=C(C=C1)C(C)C)O